(S)-2-(((benzyloxy)carbonyl)amino)-6,6,6-trifluoro-5,5-dimethylhexanoic acid C(C1=CC=CC=C1)OC(=O)N[C@H](C(=O)O)CCC(C(F)(F)F)(C)C